C1(=CC=CC=C1)S(=O)(=O)[NH2+]N Benzenesulfonyl-hydrazinium